isopropyl (S)-2-((S)-3-cyclopentyl-2-ethoxypropanamido)-6-diazo-5-oxohexanoate C1(CCCC1)C[C@@H](C(=O)N[C@H](C(=O)OC(C)C)CCC(C=[N+]=[N-])=O)OCC